C(C)NS(=O)(=O)C=1C=CC(=NC1)NC([C@H](CC1=CC=CC=C1)NC(C1=CC=C(C=C1)F)=O)=O (S)-N-(1-(5-(N-ethylsulfamoyl)pyridin-2-ylamino)-1-oxo-3-phenylpropan-2-yl)-4-fluorobenzamide